N2-(2-methoxy-4-(methylsulfonyl)phenyl)-N4-methyl-7H-pyrrolo[2,3-d]pyrimidine-2,4-diamine COC1=C(C=CC(=C1)S(=O)(=O)C)NC=1N=C(C2=C(N1)NC=C2)NC